C(C1=CC=CC=C1)O[C@@H]1[C@H](N(C[C@@H]([C@H]1OCC1=CC=CC=C1)OCC1=CC=CC=C1)CCCC1=CC=CC=C1)CBr (2S,3R,4R,5S)-3,4,5-tris(benzyloxy)-2-(bromomethyl)-1-(3-phenylpropyl)piperidine